(Z)-2-(2-(pyridin-2-yl)ethyl)thiazole-4-carbaldehyde oxime hydrochloride Cl.N1=C(C=CC=C1)CCC=1SC=C(N1)\C=N/O